FC=1C(=NC=CC1)C(C)SC=1N=C(C2=C(N1)N=C(S2)NP(=O)(OCC)OCC)N[C@H](CC(C)C)CO Diethyl (5-{[1-(3-fluoropyridin-2-yl)ethyl]sulfanyl}-7-{[(1R)-1-(hydroxymethyl)-3-methylbutyl]amino}[1,3]thiazolo[4,5-d]pyrimidin-2-yl)amidophosphate